β-D-lyxofuranose O[C@H]1[C@@H](O)[C@@H](O)[C@H](O1)CO